diphenyl-1,1':4',1''-terphenyl C1(=CC=CC=C1)C1=CC=C(C=C1)C1=CC=C(C=C1)C1=CC=C(C=C1)C1=CC=CC=C1